S1C(=NC2=C1C=CC=C2)NC(=O)C=2C=CC=C1CCN(CC21)C2=CC=C(C(=N2)C(=O)NS(=O)(=O)CCN2CCC2)C=2C=NN(C2C)CC2CCCCC2 1-(2-(N-(6-(8-(benzo[d]thiazol-2-ylcarbamoyl)-3,4-dihydroisoquinolin-2(1H)-yl)-3-(1-(cyclohexylmethyl)-5-methyl-1H-pyrazol-4-yl)picolinoyl)sulfamoyl)ethyl)azetidine